(S)-6-(1-aminoethyl)-5-fluoronicotinonitrile hydrochloride Cl.N[C@@H](C)C1=NC=C(C#N)C=C1F